P(=S)([O-])([O-])O.[Na+].[Na+] di-sodium thiophosphate